CN1CC(C1)NC(=O)C1=CC2=C(N3C(S2)=NC(=C3)C3=CC=C(C=C3)C(NC)=O)C=C1 N-(1-methylazetidin-3-yl)-2-(4-(methylcarbamoyl)phenyl)benzo[d]imidazo[2,1-b]thiazole-7-carboxamide